C(C1=CC=CC=C1)OC(=O)NCCCCC1=CC=C(C=C1)C1=CC=C(C=C1)OCC(=O)OCC ethyl 2-((4'-(4-(((benzyloxy)carbonyl)amino)butyl)-[1,1'-biphenyl]-4-yl)oxy)acetate